(2R,3R,4R)-2-(6-chloro-2-(hex-1-yn-1-yl)-8-(1-methyl-1H-imidazol-2-yl)-9H-purin-9-yl)tetrahydrofuran-3,4-diyl diacetate C(C)(=O)O[C@H]1[C@@H](OC[C@H]1OC(C)=O)N1C2=NC(=NC(=C2N=C1C=1N(C=CN1)C)Cl)C#CCCCC